C(C)(C)(C)C1=C2[C@]3(C(NC2=CC=C1OC)=O)[C@@H](C3)C3=CC=C1C(=NN(C1=C3)C(=O)OC(C)(C)C)N tert-butyl-(1R,2S)-2-[3-amino-1-(tert-butoxycarbonyl)indazol-6-yl]-5'-methoxy-2'-oxospiro[cyclopropane-1,3'-indole]